C[C@H]1CN(CCN1C=1C=C(C=CC1)C)C(=O)C1=CC(=C(C=C1)S(=O)CC(=O)OCC)[N+](=O)[O-] Ethyl 2-((4-((S)-3-methyl-4-(m-tolyl)piperazine-1-carbonyl)-2-nitrophenyl)sulfinyl)acetate